13-methyl-8,14-dioxa-10,19,20,23-tetraazatetracyclo[13.5.2.12,6.018,21]tricosa-1(20),2(23),3,5,15(22),16,18(21)-heptaen-9-one CC1CCNC(OCC2=CC=CC(C3=NNC=4C=CC(O1)=CC34)=N2)=O